7-((4-bromobenzyl)oxy)-1-cyclopropyl-2-trifluoromethylquinolin-4(1H)-one BrC1=CC=C(COC2=CC=C3C(C=C(N(C3=C2)C2CC2)C(F)(F)F)=O)C=C1